3-amino-4-(6,7-difluoro-1H-indazol-4-yl)-5-fluoro-6-methyl-1H-1,7-phenanthrolin-2-one NC=1C(NC2=C3C=CC=NC3=C(C(=C2C1C1=C2C=NNC2=C(C(=C1)F)F)F)C)=O